N1=CC(=C(C=C1)C(=O)OC)C(=O)OC dimethyl pyridine-3,4-dicarboxylate